N1(CCCCC1)C1=C(C=C(C(=O)NC2=CC=NC=C2C(=O)OC)C=C1)NC(=O)C1=NN(C2=CC=CC=C12)CC(F)(F)F methyl 4-(4-(piperidin-1-yl)-3-(1-(2,2,2-trifluoroethyl)-1H-indazole-3-carboxamido)benzamido)nicotinate